BrCCCCCOC(\C=C(\CCCCCCCCCC)/CCC)=O (E)-5-bromopentyl-3-propyltridec-2-enoate